1-((tetrahydro-2H-pyran-4-yl)methyl)-3-(thiophen-3-yl)-1H-pyrrole-2,5-dione O1CCC(CC1)CN1C(C(=CC1=O)C1=CSC=C1)=O